CN(C1=CC2=C(C=C(O2)C(=O)NS(=O)(=O)C2=C(C=CC(=C2)C)OCCC)C=C1)C 6-(Dimethylamino)-N-(5-methyl-2-propoxybenzene-1-sulfonyl)-1-benzofuran-2-carboxamide